(S)-(1-methyl-3-(trifluoromethyl)-1H-1,2,4-triazol-5-yl)(4-(7-methylbenzo[d]oxazol-2-yl)-6,7-dihydro-1H-imidazo[4,5-c]pyridin-5(4H)-yl)methanone CN1N=C(N=C1C(=O)N1[C@@H](C2=C(CC1)NC=N2)C=2OC1=C(N2)C=CC=C1C)C(F)(F)F